2-bromo-1,3-bis(tridecylmethyl)benzene BrC1=C(C=CC=C1CCCCCCCCCCCCCC)CCCCCCCCCCCCCC